FC(C1=C(C=C2CCCN(C2=C1)C=1C=C(C=C2CCN(CC12)C(=O)NC)C1CCC(CC1)NS(=O)(=O)C=C)C=1C=NN(C1)C)F 8-(7-(difluoromethyl)-6-(1-methyl-1H-pyrazol-4-yl)-3,4-dihydroquinolin-1(2H)-yl)-N-methyl-6-((1s,4s)-4-(vinylsulfonamido)cyclohexyl)-3,4-dihydroisoquinoline-2(1H)-carboxamide